zinc-europium [Eu].[Zn]